cyclopentyl(4-(((2R,3R,4R,5S)-3,4,5-trihydroxy-2-(hydroxymethyl)piperidin-1-yl)methyl)piperidin-1-yl)methanone C1(CCCC1)C(=O)N1CCC(CC1)CN1[C@@H]([C@H]([C@@H]([C@H](C1)O)O)O)CO